N-methyl-N-(2,4,6-trinitrophenyl)nitramide CN(C1=C(C=C(C=C1[N+](=O)[O-])[N+](=O)[O-])[N+](=O)[O-])[N+](=O)[O-]